2-(3,5-dichloro-4-((3-methyl-5-oxo-1,2,3,5-tetrahydroindolizin-8-yl)oxy)phenyl)-3,5-dioxo-2,3,4,5-tetrahydro-1,2,4-triazine-6-carbonitrile ClC=1C=C(C=C(C1OC=1C=CC(N2C(CCC12)C)=O)Cl)N1N=C(C(NC1=O)=O)C#N